ClC=1C=C(C=C2C=C(N=CC12)NC(=O)[C@H]1[C@H](C1)F)N1C(CCC1=O)C (1S,2S)-N-(8-chloro-6-(2-methyl-5-oxopyrrolidin-1-yl)isoquinolin-3-yl)-2-fluorocyclopropanecarboxamide